C(C)(=O)C1=CC=C2N=C(C(NC2=C1F)=O)C 7-acetyl-8-fluoro-3-methylquinoxalin-2(1H)-one